2-((S)-1-acryloyl-4-(7-(8-chloronaphthalen-1-yl)-8-fluoro-2-(((S)-1-methylpyrrolidin-2-yl)methoxy)quinazolin-4-yl)piperazin-2-yl)acetonitrile C(C=C)(=O)N1[C@H](CN(CC1)C1=NC(=NC2=C(C(=CC=C12)C1=CC=CC2=CC=CC(=C12)Cl)F)OC[C@H]1N(CCC1)C)CC#N